C(C1=CC=CC=C1)OC(=O)N([C@H](CCO[Si](C1=CC=CC=C1)(C1=CC=CC=C1)C(C)(C)C)C(=O)NC1=CC=C2C(=N1)C=NN2C(=O)OC(C)(C)C)C tert-Butyl 5-({N-[(benzyloxy)carbonyl]-O-[tert-butyl(diphenyl)silyl]-N-methyl-D-homoseryl}amino)-1H-pyrazolo[4,3-b]pyridine-1-carboxylate